CCC(CC)N1N=CC(=C1)C=1C=2N(C=C(N1)C=1C=NN(C1)C[C@H](CO)O)N=CC2 (R)-3-(4-(4-(1-(pent-3-yl)-1H-pyrazol-4-yl)pyrazolo[1,5-a]Pyrazin-6-yl)-1H-pyrazol-1-yl)propane-1,2-diol